C(C1=CC=CC=C1)OC1=C(C(=NC(=C1C(=O)OCC)Cl)C)I ethyl 4-(benzyloxy)-2-chloro-5-iodo-6-methylnicotinate